NC(C#N)C1=NN=CN1C1=CC=C(C=C1)F 2-amino-2-[4-(4-fluorophenyl)-1,2,4-triazol-3-yl]acetonitrile